(6-(cyclopropylmethyl)-1-methyl-1,6-dihydropyrrolo[2,3-c]pyrazol-5-yl)-7-methoxy-1-methyl-1H-benzo[d]imidazole-5-carboxylic acid C1(CC1)CN1C(=CC2=C1N(N=C2)C)C2=NC1=C(N2C)C(=CC(=C1)C(=O)O)OC